3-(2-amino-6-bromo-anilino)propan-1-ol NC1=C(NCCCO)C(=CC=C1)Br